BrC1=CC=2N=C(N=C(C2S1)O)O 6-bromothieno[3,2-d]pyrimidine-2,4-diol